C1CC12CN(CCC2)C(CN2C(C1(CCN(CC1)C(=O)C=1C=C3C=NNC3=CC1)C1=C(C=CC=C21)Br)=O)=O 1-[2-(5-azaspiro[2.5]oct-5-yl)-2-oxoethyl]-4-bromo-1'-(1H-indazole-5-carbonyl)spiro[indole-3,4'-piperidin]-2-one